2,7,8-trimethyl-2-(4,8,12-trimethyltridecane-3,7,11-trien-1-yl)-chromane CC1(OC2=C(C(=CC=C2CC1)C)C)CCC=C(CCC=C(CCC=C(C)C)C)C